3-(7-fluoro-1-methyl-6-(1-(((3S,4S)-3-methylpiperidin-4-yl)methyl)piperidin-4-yl)-1H-indazol-3-yl)piperidine-2,6-dione dihydrochloride Cl.Cl.FC=1C(=CC=C2C(=NN(C12)C)C1C(NC(CC1)=O)=O)C1CCN(CC1)C[C@@H]1[C@@H](CNCC1)C